O=CCNC(OCC1=CC=CC=C1)=O benzyl N-(2-oxoethyl)carbamate